BrC1=C(C(=CC(=C1)C(C(F)(F)F)(C(F)(F)F)F)C(F)(F)F)NC(C1=C(C(=CC=C1)N1OCC2=C(C1=O)C=NC(=C2)F)F)=O N-(2-bromo-4-(perfluoropropan-2-yl)-6-(trifluoromethyl)phenyl)-2-fluoro-3-(7-fluoro-4-oxo-1,4-dihydro-3H-pyrido[3,4-d][1,2]oxazin-3-yl)benzamide